N1(OCCCCC1)C1CCCCCC1 oxa-azabicycloheptane